4-[3-(tert-Butoxycarbonyl) azetidin-1-yl]Benzyl piperidine-1-carboxylate N1(CCCCC1)C(=O)OCC1=CC=C(C=C1)N1CC(C1)C(=O)OC(C)(C)C